NC1=NC(=C(C=2N1C(N(N2)CC2=NC=C(C=C2)F)=O)C2=CC(=NC(=C2)C(F)(F)F)C)C2=CC=CC=C2 5-amino-2-[(5-fluoro-2-pyridinyl)methyl]-8-[2-methyl-6-(trifluoromethyl)-4-pyridinyl]-7-phenyl-[1,2,4]triazolo[4,3-c]pyrimidin-3-one